ethyl 1-(6-(3,3,3-trifluoropropyl)pyrazin-2-yl)piperidine-4-carboxylate FC(CCC1=CN=CC(=N1)N1CCC(CC1)C(=O)OCC)(F)F